COC1=CC=C(C=C1)CN1N=C(C=C1[N+](=O)[O-])C1=NC2=C(N1C(=O)OC(C)(C)C)C=CC=C2 tert-butyl 2-[1-[(4-methoxyphenyl)methyl]-5-nitro-pyrazol-3-yl]benzimidazole-1-carboxylate